N-(1-carbamoyl-2-methylpropyl)-1-pentylindazole-3-carboxamide C(N)(=O)C(C(C)C)NC(=O)C1=NN(C2=CC=CC=C12)CCCCC